[Cl-].C(CCCCCCCCCCCCCCCCCCCCCCC)[N+](C)(C)C Tetracosyltrimethyl-ammonium chloride